1-Tert-butyl-3-[3-(3,5-dimethoxyphenyl)-7-[4-(4-methylpiperazin-1-yl)butylamino]-1,6-naphthyridin-2-yl]urea C(C)(C)(C)NC(=O)NC1=NC2=CC(=NC=C2C=C1C1=CC(=CC(=C1)OC)OC)NCCCCN1CCN(CC1)C